CON(C(CCCN(C(OC(C)(C)C)=O)C)=O)C tert-butyl (4-(methoxy(methyl)amino)-4-oxobutyl)(methyl)carbamate